BrC1=CC=C2N=C(C=3N(C2=C1)C=NC3)O 8-bromoimidazo[1,5-a]quinoxalin-4-ol